Cl.Cl.C(#C)C1=C2C=CC(=CC2=CC=C1F)O 5-ethynyl-6-fluoronaphthalen-2-ol Dihydrochloride